C(C)(C)C1=C(C(=CC(=C1)C)C(C)C)\N=C/1\N(C(N2C(C3=CC(=C(C=C3CC2)OC)OC)=C1)=O)C1CC(C1)NC(=O)N (E)-1-(3-(2-((2,6-diisopropyl-4-methylphenyl)imino)-9,10-dimethoxy-4-oxo-6,7-dihydro-2H-pyrimido[6,1-a]isoquinolin-3(4H)-yl)cyclobutyl)urea